CN1CCC(CC1)NC(=O)C(CC(=O)OC1(CCC1)C1=CC=C(C=C1)C(F)(F)F)=C 1-(4-(trifluoromethyl)phenyl)cyclobutyl 3-((1-methylpiperidin-4-yl)carbamoyl)but-3-enoate